N1(CCNCC1)C(=O)OCC1=CC=C(C=C1)CC1CCN(CC1)C(=O)OC(C)(C)C 4-[(1-tert-butoxycarbonyl-4-piperidinyl) methyl]Benzyl piperazine-1-carboxylate